C(C)OC=1C=C(C(=O)NC=2C=C3C(=CNC3=CC2)C2CC3CCCCN3CC2)C=CC1 5-(3-ethoxybenzoyl)amino-3-(octahydro-2H-quinolizin-2-yl)-1H-indole